zinc tetrafluoromethane borate B([O-])([O-])[O-].FC(F)(F)F.[Zn+2].B([O-])([O-])[O-].[Zn+2].[Zn+2]